8-(6-chloro-1H-indazol-4-yl)-1,4-dioxa-8-azaspiro[4.5]decane ClC1=CC(=C2C=NNC2=C1)N1CCC2(OCCO2)CC1